O=C\1OCC/C1=C/1\CN(CC1)C(=O)OC(C)(C)C tert-butyl (E)-3-(2-oxodihydrofuran-3(2H)-ylidene)pyrrolidine-1-carboxylate